di-(2-ethylhexyl) malonate C(CC(=O)OCC(CCCC)CC)(=O)OCC(CCCC)CC